COC(=O)C=1C=CC=2N(C1C)C(=CN2)C2=CC=C(C=C2)NC(=O)OC 3-[4-(methoxycarbonylamino)phenyl]-5-methyl-imidazo[1,2-a]pyridine-6-carboxylic acid methyl ester